ClC=1C(=NC=CC1)OC1CN(CC1)C1=C(C=C(C(=O)N(C2=CC=CC=C2)C)C=C1)C=COC 4-(3-(3-chloropyridin-2-yloxy)pyrrolidin-1-yl)-3-(2-methoxyvinyl)-N-methyl-N-phenylbenzamide